CN1C(=CC2=CC=CC=C12)C(=O)N1[C@@H](CC2(CC2)CC1)C(=O)OCC1=CC=CC=C1 benzyl (S)-6-(1-methyl-1H-indole-2-carbonyl)-6-azaspiro[2.5]octane-5-carboxylate